NC1=CC(=NC(=C1Br)F)C1(CCC1)O 1-(4-amino-5-bromo-6-fluoro-2-pyridyl)cyclobutanol